C1(=CC=CC=C1)N(C1=CC=C(C=C1)C=1C=CC=2C(C(C3=CC=C(C=C3C2C1)C1=CC=C(C=C1)N(C1=CC=CC=C1)C1=CC=CC=C1)=O)=O)C1=CC=CC=C1 3,6-bis(4-(diphenylamino)phenyl)-9,10-phenanthrenequinone